ClC1=CC=C(C=C1)N1N=C(C=C1)OCC1=C(C=CC=C1)C1=C(N(C([O-])=O)OC)C=CC=C1 2-[[1-(4-chlorophenyl)pyrazol-3-yloxymethyl]phenyl]-N-methoxycarbanilate